C(OC=1C(=NC=CC1OC)C(N[C@@H](C)C1=NOC(=N1)C1=CC=C(C=C1)C1=CC=CC=C1)=O)(OCC(C)C)=O (S)-2-((1-(5-([1,1'-biphenyl]-4-yl)-1,2,4-oxadiazol-3-yl)ethyl)carbamoyl)-4-methoxypyridin-3-yl isobutyl carbonate